FC1(CCC(CC1)NC1=CC(=NC(=N1)N1N=C(C=C1C)C)CO)F (6-((4,4-difluorocyclohexyl)amino)-2-(3,5-dimethyl-1H-pyrazol-1-yl)pyrimidin-4-yl)methanol